(S)-2,2-difluoro-1-(2-fluoro-4-(trifluoromethyl)phenyl)-N-(methyl-d3)ethan-1-amine FC([C@@H](NC([2H])([2H])[2H])C1=C(C=C(C=C1)C(F)(F)F)F)F